NC1=C(NC2=CC3=C(NC(N3)=O)C=C2)C=CC=C1 5-(2-amino-anilino)-1,3-dihydro-benzimidazol-2-one